(S)-2-N-Boc-1,2-propanediamine hydrochloride Cl.C(=O)(OC(C)(C)C)N[C@H](CN)C